ClC1=CC(=C(C(=C1)OC)C=1C=2N(C=C(C1C)F)C=CN2)OC 8-(4-Chloro-2,6-dimethoxyphenyl)-6-fluoro-7-methylimidazo[1,2-a]pyridine